(3R)-N-(2,4-difluoro-3-{5-[4-(4-formylpiperidin-1-yl)-3-(methyl-amino)phenyl]-1H-pyrrolo[2,3-b]pyridine-3-carbonyl}phenyl)-3-fluoropyrrolidine-1-sulfonamide FC1=C(C=CC(=C1C(=O)C1=CNC2=NC=C(C=C21)C2=CC(=C(C=C2)N2CCC(CC2)C=O)NC)F)NS(=O)(=O)N2C[C@@H](CC2)F